COC=1C=C(C=NC1)N1C[C@H](CCC1)C(=O)O (3S)-1-(5-methoxy-3-pyridyl)piperidine-3-carboxylic acid